3-(2-thienyl)acrolein S1C(=CC=C1)C=CC=O